C(C1=CC=CC=C1)N([C@@H](CC(=O)OCC)C=1C=C(C=CC1)C1=CC=C(C=C1)OC)[C@H](C)C1=CC=CC=C1 ethyl (S)-3-(benzyl((R)-1-phenylethyl)amino)-3-(4'-methoxybiphenyl-3-yl)propanoate